C(C=CCCCCCCCCCCC)=O 5Z,8Z-Tetradecaenal